C1(CC1)OC1=CC(=C(C(=C1C#N)C1=CC=NN1C)F)C#CC1CN(CC1)C 6-cyclopropoxy-3-fluoro-2-(1-methyl-1H-pyrazol-5-yl)-4-((1-methylpyrrolidin-3-yl)ethynyl)benzonitrile